(E)-4-(isopropyl-(methyl)amino)but-2-enoyl chloride C(C)(C)N(C/C=C/C(=O)Cl)C